ClCC(COC(C)=O)OC(C)=O 3-chloro-1,2-diacetoxypropane